(R/S)-(4-((2-(difluoromethyl)-2H-tetrazol-5-yl)(phenyl)methyl)piperazin-1-yl)(4-(5-(1-(oxetan-3-yl)-1H-pyrazol-4-yl)benzo[d]oxazol-2-yl)pyridin-2-yl)methanone FC(N1N=C(N=N1)[C@H](N1CCN(CC1)C(=O)C1=NC=CC(=C1)C=1OC2=C(N1)C=C(C=C2)C=2C=NN(C2)C2COC2)C2=CC=CC=C2)F |r|